NC=1N=CC(=NC1C=1OC(=NN1)C1=CCC(C=C1)=CNC)C1=CC2=C(S(C([C@@H]2F)(C)C)(=O)=O)C=C1 (R)-5-(5-amino-6-(5-(4-((methylamino)methylene)phenyl)-1,3,4-oxadiazol-2-yl)pyrazine-2-yl)-3-fluoro-2,2-dimethyl-2,3-dihydrobenzo[b]thiophene 1,1-dioxide